5-[[(2's,4r)-2-chloro-2'-methyl-spiro[6,7-dihydrothieno[3,2-c]pyran-4,4'-piperidin]-1'-yl]methyl]pyrimidin-2-amine ClC1=CC2=C(CCO[C@]23C[C@@H](N(CC3)CC=3C=NC(=NC3)N)C)S1